N1=CN=C2NC=NC2=C1C=1C(=NC=CC1)NC=1C=C(C=CC1C)NC(C1=NC(=C(C=C1)C)C#N)=O N-(3-(3-(9H-purin-6-yl)pyridin-2-ylamino)-4-methylphenyl)-6-cyano-5-methylpicolinamide